33-linoleoyloxy-tritriacontanoic acid C(CCCCCCC\C=C/C\C=C/CCCCC)(=O)OCCCCCCCCCCCCCCCCCCCCCCCCCCCCCCCCC(=O)O